C1(=CC=CC=C1)C1=C(C(=C(C1C1=CC=CC=C1)C1=CC=CC=C1)C1=CC=CC=C1)C1=CC=CC=C1 1,2,3,4,5-pentaphenyl-1,3-cyclopentadiene